CN(C)CC=1N(C=CC1)C(=O)OC(C)(C)C tert-butyl 2-((dimethylamino)methyl)-1H-pyrrole-1-carboxylate